Cl.[C@H]12CC(C[C@H](CC1)N2)N(C=2SC=1N=C(SC1N2)C2=NC=C(C=N2)C=2C=NNC2)C N-[(1R,3s,5S)-8-azabicyclo[3.2.1]octan-3-yl]-N-methyl-5-[5-(1H-pyrazol-4-yl)pyrimidin-2-yl][1,3]thiazolo[5,4-d][1,3]thiazol-2-amine hydrochloride